N-{[5-isopropyl-6-(tetrahydro-2H-pyran-4-ylmethoxy)pyridin-3-yl]sulfonyl}-2-(1H-pyrrolo[2,3-b]pyridin-5-yloxy)benzamide C(C)(C)C=1C=C(C=NC1OCC1CCOCC1)S(=O)(=O)NC(C1=C(C=CC=C1)OC=1C=C2C(=NC1)NC=C2)=O